BrC=1C=C(C=2C(=NSN2)C1)F 6-Bromo-4-fluorobenzo[c]1,2,5-thiadiazole